NC(C(F)(F)C1=CC(=C(C=C1)C1=CC=C(C(=N1)C(=O)OC)Cl)Cl)=O Methyl 6-(4-(2-amino-1,1-difluoro-2-oxoethyl)-2-chlorophenyl)-3-chloropicolinate